1-((1-butoxypropan-2-yl)oxy)propan-2-ol C(CCC)OCC(C)OCC(C)O